2-(4-(3-ethyl-5-((8-(methylsulfonyl)-3,8-diazabicyclo[3.2.1]octan-3-yl)methyl)pyridin-2-yl)-3-methylphenyl)-1,1,1,3,3,3-hexafluoropropan-2-ol C(C)C=1C(=NC=C(C1)CN1CC2CCC(C1)N2S(=O)(=O)C)C2=C(C=C(C=C2)C(C(F)(F)F)(C(F)(F)F)O)C